1-(7-ethoxy-4-(1-ethyl-3-phenyl-1H-pyrazol-4-yl)quinazolin-6-yl)ethan-1-one C(C)OC1=C(C=C2C(=NC=NC2=C1)C=1C(=NN(C1)CC)C1=CC=CC=C1)C(C)=O